N-benzyl-4-(4-phenoxyphenyl)phthalazin-1-amine C(C1=CC=CC=C1)NC1=NN=C(C2=CC=CC=C12)C1=CC=C(C=C1)OC1=CC=CC=C1